(1,3-dimethyl-1H-pyrazol-5-yl)acetamide CN1N=C(C=C1CC(=O)N)C